ClC1=CC(=C(C=C1)C1=C(C=CC2=C(C=C(C=C12)O)C1=C(C=C(C=C1)Cl)F)O)F 1,5-bis(4-chloro-2-fluorophenyl)-2,7-dihydroxynaphthalene